BrC1=NC(=CC(=C1)C(=O)OC(C)(C)C)OCCN(C)C tert-Butyl 2-bromo-6-[2-(dimethylamino)ethoxy]pyridine-4-carboxylate